tert-butyl 4-{[(2S,4S)-4-ethoxy-2-[4-(methoxycarbonyl)-2-(methylamino)phenyl]piperidin-1-yl]methyl}-5-methoxy-7-methylindole-1-carboxylate C(C)O[C@@H]1C[C@H](N(CC1)CC1=C2C=CN(C2=C(C=C1OC)C)C(=O)OC(C)(C)C)C1=C(C=C(C=C1)C(=O)OC)NC